isopropyl ((((R)-3-oxoquinuclidin-2-yl)methoxy)(phenoxy)phosphoryl)-L-alaninate O=C1[C@H](N2CCC1CC2)COP(=O)(OC2=CC=CC=C2)N[C@@H](C)C(=O)OC(C)C